Methyl (4-fluoro-5-(2-fluoro-5-((4-oxo-3,4-dihydrophthalazin-1-yl)methyl)phenyl)-1H-benzoimidazol-2-yl)carbamate FC1=C(C=CC=2NC(=NC21)NC(OC)=O)C2=C(C=CC(=C2)CC2=NNC(C1=CC=CC=C21)=O)F